C(=O)(O)C=1C=C2C(C(=[N+](C2=CC1)CC)C=CC1=CC=C(C=C1)C(=C(C1=CC=CC=C1)C1=CC=CC=C1)C1=CC=CC=C1)(C)C 5-carboxy-1-ethyl-3,3-dimethyl-2-(4-(1,2,2-triphenylvinyl)styryl)-3H-indol-1-ium